FC(C=1C=C2C(=NC1)N=C(N2)C2(CCC2)C=2N=C1CCC=NC1=CC2)(F)F 6-(1-(6-(trifluoromethyl)-1H-imidazo[4,5-b]pyridin-2-yl)cyclobutyl)-3,4-dihydro-1,5-naphthyridin